C(C)NC(=O)[C@@H]1C[C@H](C1)NC(OCC1=CC=CC=C1)=O Benzyl [trans-3-(ethylcarbamoyl)cyclobutyl]carbamate